BrC=1C=CC(=NC1)S(F)(F)(F)(F)S(=O)(=O)[O-] (5-bromopyridin-2-yltetrafluoro-λ6-sulfanyl)sulfonate